CN(C(CN1N=C(C=C1)[N+](=O)[O-])=O)CCOC1=CC=C(C=C1)C N-methyl-2-(3-nitro-1H-pyrazol-1-yl)-N-(2-(p-tolyloxy)ethyl)acetamide